C1(=CC=CC=C1)P(C1=CC(C=C1)[Fe]C1C=C(C=C1)P(C1=CC=CC=C1)C1=CC=CC=C1)C1=CC=CC=C1 Bis[3-(diphenylphosphino)cyclopent-2,4-dien-1-yl]iron